2-((3aR,5s,6aS)-5-((6-fluoropyridin-3-yl)oxy)hexahydrocyclopenta[c]pyrrol-2(1H)-yl)-1-(5-hydroxypyridin-2-yl)ethanone FC1=CC=C(C=N1)OC1C[C@@H]2[C@@H](CN(C2)CC(=O)C2=NC=C(C=C2)O)C1